FC1=C(C=CC(=C1)[N+](=O)[O-])N1CCN(CC1)CC1CCC2(CCNCC2)CC1 9-((4-(2-fluoro-4-nitrophenyl)piperazin-1-yl)methyl)-3-azaspiro[5.5]undecane